C(=O)C1OCOC1 4-formyl-1,3-dioxolan